C(C)(C)(C)OC(=O)NC1CCC(CC1)OC1=CC=C(OCCCC(=O)OC)C=C1 methyl 4-(4-(((1r,4r)-4-((tert-butoxycarbonyl)amino)cyclohexyl)oxy)phenoxy)butanoate